6-(2,6-dichloro-3,5-dimethoxyphenyl)-2-(methylthio)-8-((tetrahydrofuran-2-yl)methyl)pyrido[3,4-d]pyrimidine ClC1=C(C(=C(C=C1OC)OC)Cl)C1=CC2=C(N=C(N=C2)SC)C(=N1)CC1OCCC1